NC(C(=O)NC=1C(=CC=2N=CN=C(C2N1)C=1C(=NN(C1)C)C1=CC=CC=C1)OC)=C (S)-2-amino-N-(7-methoxy-4-(1-methyl-3-phenyl-1H-pyrazol-4-yl)pyrido[3,2-d]pyrimidin-6-yl)propenamide